N1C=C(C=C1)CN 1H-pyrrole-3-methylamine